4,6-difluoro-5-methoxybenzo[d]oxazol-2(3H)-one FC1=C(C(=CC2=C1NC(O2)=O)F)OC